C(C)(C)(C)OC(N(C1(CCNCC1)C)C)=O Methyl-(4-methylpiperidin-4-yl)carbamic acid tert-butyl ester